FC1=C(C#N)C=CC(=C1)C=1C2=C(C=NC1C=1C=C3C=NN(C3=CC1)C)N(C=N2)CC2CCC(CC2)CNC 2-fluoro-4-(6-(1-methyl-1H-indazol-5-yl)-3-(((1r,4r)-4-((methylamino)methyl)cyclohexyl)methyl)-3H-imidazo[4,5-c]pyridin-7-yl)benzonitrile